2-(biphenyl-4-yl)-6-(4'-cyano-biphenyl-4-yl)-4-(phenanthren-9-yl)-benzoxazole C1(=CC=C(C=C1)C=1OC2=C(N1)C(=CC(=C2)C2=CC=C(C=C2)C2=CC=C(C=C2)C#N)C=2C1=CC=CC=C1C=1C=CC=CC1C2)C2=CC=CC=C2